ethyl (E)-2-fluoro-3-(pyridazin-3-yl)acrylate F\C(\C(=O)OCC)=C\C=1N=NC=CC1